FC(C=1C(=C(C=CC1)[C@@H](C)NC=1C2=C(N=CN1)N(C(C(=C2)C2(CCOCC2)O)=O)C)F)F 4-{[(1R)-1-[3-(difluoromethyl)-2-fluorophenyl]ethyl]amino}-6-(4-hydroxyoxan-4-yl)-8-methyl-7H,8H-pyrido[2,3-d]pyrimidin-7-one